(((4S,5S)-5-(2-aminophenyl)-2,2-dimethyl-1,3-dioxolan-4-yl)methylsulfonyl)amide sodium salt [Na+].NC1=C(C=CC=C1)[C@H]1[C@H](OC(O1)(C)C)CS(=O)(=O)[NH-]